bis(4-amino-3-methylphenyl)benzene NC1=C(C=C(C=C1)C1=C(C=CC=C1)C1=CC(=C(C=C1)N)C)C